tert-butyl 4-(4-ethoxy-5-((2-methyl-2H-indazol-5-yl)carbamoyl)pyrimidin-2-yl)piperazine-1-carboxylate C(C)OC1=NC(=NC=C1C(NC1=CC2=CN(N=C2C=C1)C)=O)N1CCN(CC1)C(=O)OC(C)(C)C